BrC[Si](C)(C)OC (bromomethyl)methoxydimethylsilane